N-((1,2,3,5,6,7-HEXAHYDRO-S-INDACEN-4-YL)CARBAMOYL)-4,5,6,7-TETRAHYDROBENZOFURAN-2-SULFONAMIDE C1CCC2=C(C=3CCCC3C=C12)NC(=O)NS(=O)(=O)C=1OC2=C(C1)CCCC2